BrC=1C(=NC(=NC1)Cl)OCCCCCNC(=O)C1=C(C=NN1C)S(=O)(=O)N1CCC(CC1)NC(OC(C)(C)C)=O tert-butyl N-(1-{[5-({5-[(5-bromo-2-chloropyrimidin-4-yl)oxy]pentyl}carbamoyl)-1-methyl-1H-pyrazol-4-yl]sulfonyl}piperidin-4-yl)carbamate